C(#N)C1=CC=C(C=C1)C1=NC=2N(C(=C1)C(=O)[O-])N=C(C2C2=C(C=C(C=C2)F)F)C.[Na+].ClC2CC(CCC2C[C@@H](C)N2COC=C2)C2=CC=NC1=CC=C(C=C21)F 6-chloro-N-((R)-1-((cis)-4-(6-fluoroquinolin-4-yl)cyclohexyl)propan-2-yl)oxazol sodium 5-(4-cyanophenyl)-3-(2,4-difluorophenyl)-2-methylpyrazolo[1,5-a]pyrimidin-7-carboxylate